C(C1=CC=CC=C1)OC1=C(C=C(C(=C1)CCl)Br)OC 1-(benzyloxy)-4-bromo-5-(chloromethyl)-2-methoxybenzene